The molecule is a tetramethoxyflavone that is the tetra-O-methyl derivative of scutellarein. It has a role as an antimutagen and a plant metabolite. It derives from a scutellarein. COC1=CC=C(C=C1)C2=CC(=O)C3=C(C(=C(C=C3O2)OC)OC)OC